ClC=1C=C2C(=CN=C(C2=CN1)OCC1(CC1)F)C(C)=O 1-(6-Chloro-1-((1-fluorocyclopropyl)methoxy)-2,7-naphthyridin-4-yl)ethan-1-one